C(CC[N+]1=CN(C=C1)C=C)[N+]1=CN(C=C1)C=C 3,3'-(propane-1,3-diyl)bis(1-vinyl-1H-imidazol-3-ium)